C(C)(=O)N1CCP(CC1)(=O)C1=CC2=C(N=C(N=C2N[C@H](C)C=2C(=C(C=CC2)C(C(=O)NC)(F)F)F)C)C=N1 2-{3-[(1R)-1-{[6-(1-acetyl-4-oxo-1,4lambda5-azaphosphinan-4-yl)-2-methylpyrido[3,4-d]pyrimidin-4-yl]amino}ethyl]-2-fluorophenyl}-2,2-difluoro-N-methylacetamide